BrC1=CC2=C(N(C(=N2)C=2N3CCN(C4=CC=CC(C2)=C34)C(=O)OC(C)(C)C)C)C(=C1)OC tert-butyl 2-(5-bromo-7-methoxy-1-methyl-benzoimidazol-2-yl)-1,9-diazatricyclo[6.3.1.04,12]dodeca-2,4(12),5,7-tetraene-9-carboxylate